5-(2-(3-methoxy-4-(4-methylpiperazine-1-carbonyl)phenylamino)-5-methylpyrimidin-4-ylamino)benzo[d]oxazol-2(3H)-one COC=1C=C(C=CC1C(=O)N1CCN(CC1)C)NC1=NC=C(C(=N1)NC=1C=CC2=C(NC(O2)=O)C1)C